NC1=NC2=CC(=CC=C2C=C1C#N)CC[C@@]12[C@H]([C@H]([C@@H]([C@H]2C1)N1C=CC2=C1N=CN=C2N)O)O 2-amino-7-(2-((1r,2r,3s,4r,5s)-4-(4-amino-7H-pyrrolo[2,3-d]pyrimidin-7-yl)-2,3-dihydroxybicyclo[3.1.0]hexane-1-yl)ethyl)quinoline-3-carbonitrile